FC1(C(CCC1)C1=CC(=C2C=NC(=NN21)N[C@H]2[C@@H](COCC2)O)F)F (3S,4R)-4-((7-(2,2-difluorocyclopentyl)-5-fluoropyrrolo[2,1-f][1,2,4]triazin-2-yl)amino)tetrahydro-2H-pyran-3-ol